ClC1=NC2=CC(=C(C=C2C(=N1)N1CC=2C=C(C=NC2CC1)C(F)(F)F)F)Cl 2,7-dichloro-6-fluoro-4-[3-(trifluoromethyl)-7,8-dihydro-5H-1,6-naphthyridin-6-yl]quinazoline